8-cyclohexyl-tetracyclo[4.4.0.12,5.17,10]-dodec-3-ene C1(CCCCC1)C1C2C3C4C=CC(C3C(C1)C2)C4